C1(=CC=CC=C1)C=1C(=C2C(=CC1)N=C1C=CC3=C4C=CC=CC4=NC3=C12)C1=C(C=CC=C1)C1=NN=NC(=C1C1=C(C=CC=C1)C1=CC=CC=C1)C1=C(C=CC=C1)C1=CC=CC=C1 (phenyl)[(di(biphenylyl)triazinyl)phenyl]Indolocarbazole